5-((1,3-bis(heptanoyloxy)propan-2-yl)oxy)-5-oxopentanoic acid C(CCCCCC)(=O)OCC(COC(CCCCCC)=O)OC(CCCC(=O)O)=O